O=C1N(CCC2=CC(=CC=C12)B1OC(C(O1)(C)C)(C)C)C(=O)[O-] 1-oxo-6-(4,4,5,5-tetramethyl-1,3,2-dioxaborolan-2-yl)-3,4-dihydroisoquinoline-2(1H)-carboxylate